BrC=1C(=NC=CC1)C(C)O[Si](C1=CC=CC=C1)(C1=CC=CC=C1)C(C)(C)C 3-bromo-2-[1-[(tert-butyldiphenylsilyl)oxy]ethyl]pyridine